COC1=CN(C2=CC(=CC=C12)C(=O)N1[C@@H](C=2N(CC1)C(=NN2)C2=NC(=NS2)C)C)C(=O)OC(C)(C)C (R)-tert-butyl 3-methoxy-6-(8-methyl-3-(3-methyl-1,2,4-thiadiazol-5-yl)-5,6,7,8-tetrahydro-[1,2,4]triazolo[4,3-a]pyrazine-7-carbonyl)-1H-indole-1-carboxylate